FC=1C=C2C(=CC=NC2=CC1)NC=1C=C(C(=O)NC2=CC(=NC=C2)NC2=CC=NC=C2)C=CC1 3-((6-fluoroquinolin-4-yl)amino)-N-(2-(pyridin-4-ylamino)pyridin-4-yl)benzamide